(1S,4S)-1-(((4-bromo-6-methylpyridin-3-yl)oxy)methyl)-2-oxa-5-azabicyclo[2.2.1]heptane-5-carboxylate BrC1=C(C=NC(=C1)C)OC[C@@]12OC[C@@H](N(C1)C(=O)[O-])C2